1-(2-(benzylamino)-2-oxoethyl)-1-(2-((4-methyl-2-(pyrrolidine-1-carbonyl)thiophen-3-yl)amino)-2-oxoethyl)azepan-1-ium C(C1=CC=CC=C1)NC(C[N+]1(CCCCCC1)CC(=O)NC1=C(SC=C1C)C(=O)N1CCCC1)=O